C(CC)OC(=O)C1=NC2=CC=CC=C2C(=C1)C(=O)OCCC quinoline-2,4-dicarboxylic acid dipropyl ester